(S)-2-(4-(5-(3-cyano-6-(1-methyl-1H-pyrazol-4-ylpyrazolo[1,5-a]pyrazin-4-yl)pyridin-2-yl)piperazin-1-yl)-2-oxo-1-phenylethyl)pyrrolidine-1-carboxylate C(#N)C=1C(=NC(=CC1)C=1C=2N(C=CN1)N=C(C2)C=2C=NN(C2)C)C2NCCN(C2)C2=CC=C(C=C2)C(C=O)[C@H]2N(CCC2)C(=O)[O-]